ClC=1C=C(C=CC1)C1=CNC=2N=CN=C(C21)NCC2=CCCC2 5-(3-chlorophenyl)-N-(cyclopent-1-en-1-ylmethyl)-7H-pyrrolo[2,3-d]pyrimidin-4-amine